OC(C)(C)C=1C=CC(=C(C1)C=1C2=C(C(N(C1)C)=O)N(C=C2)S(=O)(=O)C2=CC=C(C=C2)C)OC2=C(C=CC=C2)N2CC(C2)CC2CCNCC2 4-[5-(1-hydroxy-1-methyl-ethyl)-2-[2-[3-(4-piperidylmethyl)azetidin-1-yl]phenoxy]phenyl]-6-methyl-1-(p-tolylsulfonyl)pyrrolo[2,3-c]pyridin-7-one